F[C@H]1C[C@H](N(C1)C(CN1CCC(CC1)NC=1C=NC2=CC(=CC=C2C1)OC)=O)C#N (2S,4S)-4-fluoro-1-[2-[4-[(7-methoxy-3-quinolinyl)amino]-1-piperidinyl]acetyl]pyrrolidine-2-carbonitrile